butyl-(cis-3-((2-amino-4-(methylcarbamoyl)phenyl)amino)cyclohexyl)carbamate C(CCC)OC(N[C@@H]1C[C@@H](CCC1)NC1=C(C=C(C=C1)C(NC)=O)N)=O